Acetylpyridin C(C)(=O)C1=NC=CC=C1